3-(3-nitro-1,2,4-triazol-1-yl)pyridine [N+](=O)([O-])C1=NN(C=N1)C=1C=NC=CC1